C(C)OC(C(=O)NNC(=O)C1=NC(=CN=C1)Cl)=O 2-(2-(6-chloropyrazine-2-carbonyl)hydrazino)-2-oxoacetic acid ethyl ester